3',6'-bis(diethylamino)-3-methylene-3,4-dihydro-5H-spiro[furan-2,9'-xanthen]-5-one C(C)N(C=1C=CC=2C3(C4=CC=C(C=C4OC2C1)N(CC)CC)OC(CC3=C)=O)CC